4-((4-(1-Isopropyl-1H-pyrazol-4-yl)pyridin-2-yl)((4-(4-methoxy-3-methylphenyl)bicyclo[2.2.2]octan-1-yl)methyl)carbamoyl)cyclohexyl trans-3-ethylazetidine-1-carboxylate C(C)C1CN(C1)C(=O)OC1CCC(CC1)C(N(CC12CCC(CC1)(CC2)C2=CC(=C(C=C2)OC)C)C2=NC=CC(=C2)C=2C=NN(C2)C(C)C)=O